4-[4-(1,3-benzoxazol-2-yl)piperidin-1-yl]-1-methyl-2-oxo-7-(trifluoromethyl)-1,2-dihydroquinoline-3-carbonitrile O1C(=NC2=C1C=CC=C2)C2CCN(CC2)C2=C(C(N(C1=CC(=CC=C21)C(F)(F)F)C)=O)C#N